ClC1=C(C=CC=C1)NC1=CC=C2C(=NNC2=C1)NC(C1=CC=C(C=C1)C1CCN(CC1)C)=O N-(6-((2-chlorophenyl)amino)-1H-indazol-3-yl)-4-(1-methylpiperidin-4-yl)benzamide